2-((3-(4-amino-3-(4-phenoxyphenyl)-1H-pyrazolo[3,4-d]pyrimidin-1-yl)pyrrolidin-1-yl)sulfonyl)-3,4,5,6-tetrafluorophenol NC1=C2C(=NC=N1)N(N=C2C2=CC=C(C=C2)OC2=CC=CC=C2)C2CN(CC2)S(=O)(=O)C2=C(C(=C(C(=C2F)F)F)F)O